C1(CC1)C=1C=C(C(N(C1)CCCN1CC(CC1)(F)F)=O)NC=1N(C=2C(=NC=C(C2OC)OC=2C=NN3C2C=CC=C3)N1)C 5-cyclopropyl-1-(3-(3,3-difluoropyrrolidin-1-yl)propyl)-3-((7-methoxy-1-methyl-6-(pyrazolo[1,5-a]pyridin-3-yloxy)-1H-imidazo[4,5-b]pyridin-2-yl)amino)pyridin-2(1H)-one